ClC1=C2C(=NN(C2=CC=C1)S(=O)(=O)C1=CC=C(C=C1)C)N1CC(C1)F 4-chloro-3-(3-fluoroazetidin-1-yl)-1-(p-tolylsulfonyl)indazole